(3-hydroxycyclohexyl)-6,8-bis(1-methyl-1H-pyrazol-4-yl)pyrido[3,4-d]pyrimidin-4(3H)-one OC1CC(CCC1)C=1NC(C2=C(N1)C(=NC(=C2)C=2C=NN(C2)C)C=2C=NN(C2)C)=O